trimethylbicyclo[4.4.0]-7-decene CC1(C2(CCC=CC2CCC1)C)C